1-methyl-4-(2-methyloxyethyl)-7-oxabicyclo[4.1.0]heptane CC12CCC(CC2O1)CCOC